C(C)(C)(C)OC(=O)N1CCC(CC1)N1C(NC2=C1C=CC=C2N2N=CC(=C2)Br)=O 4-[4-(4-bromo-1H-pyrazol-1-yl)-2-oxo-2,3-dihydro-1H-1,3-benzodiazol-1-yl]piperidine-1-carboxylic acid tert-butyl ester